C(C)(=O)O[C@@H](CC)[C@H]1O[C@H]([C@@H](C1)OC(C)=O)N1C=2N=C(NC(C2N(C1=O)C[C@H](C)OC(C)=O)=O)NC(C)=O (S)-1-((2S,4R,5R)-5-(2-acetamido-7-((S)-2-acetoxypropyl)-6,8-dioxo-1,6,7,8-tetrahydro-9H-purin-9-yl)-4-acetoxytetrahydrofuran-2-yl)propyl acetate